Cl.ClC1=NC(=CC=C1)CCl 2-chloro-6-(chloromethyl)pyridine hydrochloride